CC=1C=CC(=NC1)[C@@H]1CN(CCO1)C(=O)[O-] (S)-2-(5-methylpyridin-2-yl)morpholine-4-carboxylate